C1(=CC=CC2=CC=CC=C12)C1=CC=2CC3=CC(=CC=C3C2C=C1)C1=CC=CC2=CC=CC=C12 2,7-bis(1-naphthyl)fluorene